OC1=C(C=C(C=C1)C1(C2=CC=CC=C2C=2C=CC=CC12)C1=CC(=C(C=C1)O)C(C)(C)C)C(C)(C)C 9,9-bis(4-hydroxy-3-tert.-butylphenyl)fluorene